[(8S)-5-azaspiro[3.5]nonan-8-yl]-8-fluoro-3,4-dihydro-1H-isoquinoline-6-carbohydroxamic acid C1CCC12NCC[C@@H](C2)C2NCCC1=CC(=CC(=C21)F)C(=O)NO